[2-[(2S)-3-benzyloxy-2-(p-toluenesulfonyloxy)propyl]-3-bromo-phenyl]lithium C(C1=CC=CC=C1)OC[C@H](CC1=C(C=CC=C1Br)[Li])OS(=O)(=O)C1=CC=C(C)C=C1